1,4-Dipropyl-1H-1,2,3-triazole C(CC)N1N=NC(=C1)CCC